C(CCC)O[Si](CCCSSCCC[Si](OCCCC)(OCCCC)OCCCC)(OCCCC)OCCCC bis(3-tributoxysilyl-propyl)disulfide